Biphenyl-aldehyde C=1(C(=CC=CC1)C=O)C1=CC=CC=C1